FC1=CC=C(C=C1)[C@H](CC1=NOC(=N1)CN1C(NC=C(C1=O)C)=O)O (S)-3-((3-(2-(4-fluorophenyl)-2-hydroxyethyl)-1,2,4-oxadiazol-5-yl)methyl)-5-methylpyrimidine-2,4(1H,3H)-dione